((R)-1-((S)-2-fluoro-2-methyl-3-oxo-3-(((6-phenylpyridin-2-yl)methyl)amino)propionamido)-2-(p-tolyl)ethyl)boric acid F[C@](C(=O)N[C@@H](CC1=CC=C(C=C1)C)OB(O)O)(C(NCC1=NC(=CC=C1)C1=CC=CC=C1)=O)C